5-chloro-N-((1r,4r)-4-((3-(6-(ethylamino)pyridin-3-yl)-2-oxo-2,3-dihydro-1H-benzo[d]imidazol-1-yl)methyl)cyclohexyl)-2-methylnicotinamide ClC=1C=NC(=C(C(=O)NC2CCC(CC2)CN2C(N(C3=C2C=CC=C3)C=3C=NC(=CC3)NCC)=O)C1)C